6-bromo-7-methoxy-2-(2,2,2-trifluoroethyl)-2H-indazole BrC=1C=CC2=CN(N=C2C1OC)CC(F)(F)F